C1(=CC=CC=C1)C=1N=C(OC1C1=CC=CC=C1)CCC(CC)=O 1-(4,5-diphenyloxazol-2-yl)pentan-3-one